ClC1=C(C=C(C=C1)C1CCN(C(O1)=O)C1=C(C(=NN1)C1=CC=NC=C1)CO)F 6-(4-chloro-3-fluoro-phenyl)-3-[4-(hydroxymethyl)-3-(4-pyridyl)-1H-pyrazol-5-yl]-1,3-oxazinan-2-one